2-((S)-1-((R)-4-(6-((4-cyano-2-fluorobenzyl)oxy)pyridin-2-yl)-2-(hydroxymethyl)Piperazin-1-yl)ethyl)-1-(((S)-oxetan-2-yl)methyl)-1H-benzo[d]imidazole-6-carboxylic acid methyl ester COC(=O)C=1C=CC2=C(N(C(=N2)[C@H](C)N2[C@H](CN(CC2)C2=NC(=CC=C2)OCC2=C(C=C(C=C2)C#N)F)CO)C[C@H]2OCC2)C1